N-Boc-(S)-2-amino-1-butanol C(=O)(OC(C)(C)C)N[C@H](CO)CC